N-((S)-1-amino-1-oxo-3-((S)-2-oxopyrrolidin-3-yl)propan-2-yl)-2-((S)-3,3-dimethyl-2-(2,2,2-trifluoroacetamido)butanoyl)octahydro-1H-4,7-methanoisoindole-1-carboxamide NC([C@H](C[C@H]1C(NCC1)=O)NC(=O)C1N(CC2C3CCC(C12)C3)C([C@H](C(C)(C)C)NC(C(F)(F)F)=O)=O)=O